C(C)(=O)ONC(=N)C=1C=C(SC1)C(C(=O)NC)NC(=O)[C@H]1N(C[C@@H](C1)OC(F)F)C(CNC(C1=CC=C(C=C1)OC1=CC=CC=C1)=O)=O (2S,4R)-N-(1-(4-(N-acetoxycarbamimidoyl)thiophen-2-yl)-2-(methylamino)-2-oxoethyl)-4-(difluoromethoxy)-1-((4-phenoxybenzoyl)glycyl)pyrrolidine-2-carboxamide